N-(5-methoxy-1,3,4-thiadiazol-2-yl)-4-(2-methoxyphenyl)-6-methylnicotinamide COC1=NN=C(S1)NC(C1=CN=C(C=C1C1=C(C=CC=C1)OC)C)=O